C(C=C)OC1=C(C=CC=C1N=C=S)F 2-fluoro-6-isothiocyanatophenyl prop-2-en-1-yl Ether